CC1=CC=C(N=N1)[C@@H](C)N (R)-1-(6-methylpyridazin-3-yl)ethan-1-amine